(2-chloro-3-methoxyphenyl)-[(3S,9aS)-3-[5-fluoro-4-(trifluoromethyl)-2-pyridyl]-3,4,6,7,9,9a-hexahydro-1H-pyrazino[2,1-c][1,4]oxazin-8-yl]methanone ClC1=C(C=CC=C1OC)C(=O)N1C[C@H]2CO[C@@H](CN2CC1)C1=NC=C(C(=C1)C(F)(F)F)F